FC1=CC=C(CNC(=O)N)C=C1 1-(4-fluorobenzyl)urea